N-(2-aminophenyl)-6-(7-methoxyquinoline-4-oxy)-1-naphthamide NC1=C(C=CC=C1)NC(=O)C1=CC=CC2=CC(=CC=C12)OC1=CC=NC2=CC(=CC=C12)OC